SC1=NC=2N=C(NC(C2N1)=O)N 8-(sulfanyl)guanine